[Br-].FC(C1(CCC(CC1)[Zn+])C(F)(F)F)(F)F (4,4-bis(trifluoromethyl)cyclohexyl)zinc(II) bromide